2,4,6-triphenylborazine C1(=CC=CC=C1)B1NB(NB(N1)C1=CC=CC=C1)C1=CC=CC=C1